C(C)N1C(C2=C(C3(C1)CCCCC3)SC(=C2)C2=NC(=NC=C2F)NC2=NC=C(C=C2)N2CC3(C2)CN(C3)CC)=O 5'-Ethyl-2'-(2-((5-(6-ethyl-2,6-diazaspiro[3.3]heptan-2-yl)pyridin-2-yl)amino)-5-fluoropyrimidin-4-yl)-5',6'-dihydro-4'H-spiro[cyclohexane-1,7'-thieno[3,2-c]pyridin]-4'-one